methyl 4-acetamido-1-(1-(fluoromethyl) cyclopropyl)-6-oxo-1,6-dihydropyridine-3-carboxylate C(C)(=O)NC=1C(=CN(C(C1)=O)C1(CC1)CF)C(=O)OC